FC1=C(CN2[C@@H](CCC2=O)CC(=O)NC(C(=O)NC2=CC=C(C=C2)OC)C(C)C)C=CC=C1F 2-(2-((S)-1-(2,3-Difluorobenzyl)-5-oxopyrrolidin-2-yl)acetamido)-N-(4-methoxyphenyl)-3-methylbutanamide